BrC1=C(C=C(C=C1)Cl)S(=O)(=O)[O-] 2-bromo-5-chlorobenzenesulfonate